6-(3-ethoxy-3-oxopropyl)-1,3-dimethyl-3,4-dihydroisoquinoline-2(1H)-carboxylic acid tert-butyl ester C(C)(C)(C)OC(=O)N1C(C2=CC=C(C=C2CC1C)CCC(=O)OCC)C